ClC1=C(C=NC2=C(C=CC(=C12)F)OC)C#N 4-chloro-5-fluoro-8-methoxyquinoline-3-carbonitrile